methyl 3-prop-2-ynoxypropanoate C(C#C)OCCC(=O)OC